1-benzyl 4-(5-{[(tert-butoxy) carbonyl] amino}-2-methylpentan-2-yl) piperidine-1,4-dicarboxylate N1(CCC(CC1)C(=O)OC(C)(CCCNC(=O)OC(C)(C)C)C)C(=O)OCC1=CC=CC=C1